BrC1=C(C=CC=C1OC1=CC=CC=C1)OC1=C(C=CC=C1)Cl 2-bromo-1-(2-chlorophenoxy)-3-phenoxybenzene